N1=CN=CC2=C1N(C=C2)CC2N(C(C([C@@]21C[C@H](CCC1)C)=O)=O)C1=NC=C(N=C1)C(C)(C)O (5S,7S)-((7H-pyrrolo[2,3-d]pyrimidin-7-yl)methyl)-3-(5-(2-hydroxypropane-2-yl)pyrazin-2-yl)-7-methyl-1-oxo-3-azaspiro[4.5]decan-2-one